COC(C1CCN(CC1)C1=CC=C(C=C1)[C@H]1[C@H](O[C@@H](C2=CC(=CC=C12)O)C)C1=CC=CC=C1)OC (1R,3S,4R)-4-(4-(4-(dimethoxymethyl)piperidin-1-yl)phenyl)-1-methyl-3-phenylisochroman-7-ol